NC1=NC(=CC=C1)CC1=CC=C(C=C1)Cl 2-amino-6-(4-chlorobenzyl)pyridin